C(CCC)ONC(C(=C)CO)=O N-butoxymethylolacrylamide